C(#N)C=1C=NN2C1C(=CC(=C2)OCC)C=2C=CC(=NC2)N2C[C@@H](C[C@@H](C2)C(F)(F)F)NC(OC(C)(C)C)=O tert-butyl ((3R,5S)-1-(5-(3-cyano-6-ethoxypyrazolo[1,5-a]pyridin-4-yl)pyridin-2-yl)-5-(trifluoromethyl)piperidin-3-yl)carbamate